2-benzyl 1-(tert-butyl) 1-propylhydrazine-1,2-dicarboxylate C(CC)N(NC(=O)OCC1=CC=CC=C1)C(=O)OC(C)(C)C